3-fluoro-2-(4,4,5,5-tetramethyl-1,3,2-dioxaborolan-2-yl)pyridine FC=1C(=NC=CC1)B1OC(C(O1)(C)C)(C)C